[Y].[Si].[Al].[Si] silicon-aluminum-silicon yttrium salt